tert-butyl N-[(1R,3S)-3-[(4-iodo-5-methyl-2-pyridyl)carbamoyl]cyclohexyl]carbamate IC1=CC(=NC=C1C)NC(=O)[C@@H]1C[C@@H](CCC1)NC(OC(C)(C)C)=O